L-(+)-Ribose C([C@@H]([C@@H]([C@@H](C=O)O)O)O)O